FC1=C(C=C(C=C1)C(O)C1=NC=C(C=N1)OC)C1=NC=NC2=CC(=CC=C12)N1CCOCC1 [4-Fluoro-3-(7-morpholin-4-yl-quinazolin-4-yl)phenyl]-(5-methoxypyrimidin-2-yl)methanol